S1C(=CC=C1)NCC(=O)O (2-thienyl)glycine